Cl.NCC1=CC=C(CNC(CO[C@H]2[C@@H](CC[C@H](C2)C)C(C)C)=O)C=C1 N-(4-(aminomethyl)benzyl)-2-(((1R,2S,5R)-2-isopropyl-5-methylcyclohexyl)oxy)acetamide hydrochloride